calcium phosphonobutanetricarboxylate methyl-2-(6-methoxypyridin-3-yl)-2-methylpropanoate COC(C(C)(C)C=1C=NC(=CC1)OC)=O.P(=O)(O)(O)C(C(C(=O)[O-])(C(=O)[O-])C(=O)[O-])CC.[Ca+2].P(=O)(O)(O)C(C(C(=O)[O-])(C(=O)[O-])C(=O)[O-])CC.[Ca+2].[Ca+2]